FC1CN(C1)CCC1=NN(C(C(=C1)C)=O)C(C(=O)O)CC(C)C 2-(3-(2-(3-fluoroazetidine-1-yl)ethyl)-5-methyl-6-oxopyridazine-1(6H)-yl)-4-methylpentanoic acid